4-(trifluoromethyl)benzamide-2-d FC(C=1C=C(C(C(=O)N)=CC1)[2H])(F)F